C(C1=CC=CC=C1)N[C@H]1CN(C[C@@H]1O)C(=O)OC(C)(C)C (3S,4S)-tert-butyl 3-(benzylamino)-4-hydroxypyrrolidine-1-carboxylate